2-chloro-1-(3-(6-methylpyridin-2-yl)-3,8-diazabicyclo[3.2.1]octan-8-yl)ethan-1-one ClCC(=O)N1C2CN(CC1CC2)C2=NC(=CC=C2)C